FC(C1=CC=C(C=C1)C(=O)O)(F)F (4-(trifluoromethyl)phenyl)carboxylic acid